C(C1=CC=CC=C1)C1CCN(CC1)C(=O)C=1C=CC2=C(NC(C3=C(N2C)C=CC=C3)=O)C1 8-(4-benzylpiperidine-1-carbonyl)-5-methyl-5,10-dihydro-11H-dibenzo[b,e][1,4]diazepin-11-one